1-(2,3-difluoro-4-nitrophenyl)ethanone FC1=C(C=CC(=C1F)[N+](=O)[O-])C(C)=O